BrC1=CC=C(C=C1)N1C(CN(C2(CC2)C1)C)=O 7-(4-bromophenyl)-4-methyl-4,7-diazaspiro[2.5]octan-6-one